N[C@H]1CS(C2=C(N(C1=O)CC1=CC=C(C=C1)Cl)C=C(C(=C2)F)C2=NOC(=N2)C(C(F)(F)F)(C)O)(=O)=O (3R)-3-amino-5-[(4-chlorophenyl)methyl]-8-fluoro-1,1-dioxo-7-[5-(2,2,2-trifluoro-1-hydroxy-1-methyl-ethyl)-1,2,4-oxadiazol-3-yl]-2,3-dihydro-1lambda6,5-benzothiazepin-4-one